ClC1=C(C(=NN1C)C1=NOC(=C1)C)CC(=O)N1CC2(CCC1)CCN(CC2)CCC(C)(C)C (5-Chloro-1-methyl-3-(5-methylisoxazol-3-yl)-1H-pyrazol-4-yl)-1-(9-(3,3-dimethylbutyl)-2,9-diazaspiro[5.5]undecan-2-yl)ethan-1-one